6-fluoro-5,6-dihydrooxathiine 2,2-dioxide FC1CC=CS(O1)(=O)=O